C(\C=C/C(=O)O)(=O)O.COC=1C=C(N=NC1OC)C1=CC=C(C=C1)CN[C@@H]1C[C@@H]([C@@H](C1)O)N(C=1C2=C(N=CN1)SC(=C2)CC(F)(F)F)C (1R,2S,4R)-4-({[4-(5,6-Dimethoxypyridazin-3-yl)phenyl]methyl}amino)-2-{methyl[6-(2,2,2-trifluoroethyl)thieno[2,3-d]pyrimidin-4-yl]amino}cyclopentan-1-ol maleat